FC(C1=CC=2C(N=C1)=CNN2)(F)F 6-(trifluoromethyl)-2H-pyrazolo[4,3-b]pyridine